(7S)-N-(1-(tert-butylsulfinyl)-3,3-difluoro-1-azaspiro[3.5]nonan-7-yl)-4-(5-(5-fluoro-2-methoxypyridin-4-yl)-1H-pyrazole-3-carbonyl)-4-azaspiro[2.5]octane-7-carboxamide C(C)(C)(C)S(=O)N1CC(C12CCC(CC2)NC(=O)[C@H]2CCN(C1(CC1)C2)C(=O)C2=NNC(=C2)C2=CC(=NC=C2F)OC)(F)F